C(=CC1=CC=CC=C1)S(=O)(=O)O.C(C(C)=C)S(=O)(=O)[O-].[Na+] sodium methallylsulfonate, styrenesulfonic acid salt